CC=1NC(=C(C1)C)C=C1C(NC2=CC=CC=C12)=O 3-[(2,4-dimethylpyrrol-5-yl)methylene]-2-indolinone